N1NCC=C1 2,3-Dihydro-1H-pyrazol